N-(2-fluoro-4-(pyrazin-2-yl)phenyl)butanamide FC1=C(C=CC(=C1)C1=NC=CN=C1)NC(CCC)=O